N-(2,2-dimethoxyethyl)butan-2-amine COC(CNC(C)CC)OC